N-(3-(6-(4-(3-(1-methylpiperidin-3-yl)ureido)phenyl)-1H-benzo[d]imidazol-1-yl)phenyl)methanesulfonamide CN1CC(CCC1)NC(NC1=CC=C(C=C1)C=1C=CC2=C(N(C=N2)C=2C=C(C=CC2)NS(=O)(=O)C)C1)=O